anti-butyrylcholine C(CCC)(=O)OCC[N+](C)(C)C